C(C1=CC=CC=C1)C=1C(=C(C=C(C1)CC1=CC=CC=C1)CC(=O)OC)O methyl 2-(3,5-dibenzyl-2-hydroxyphenyl)acetate